1-[2-(2,6-dioxo-3-piperidinyl)-1,3-dioxoisoindolin-5-yl]azetidine-3-carbaldehyde O=C1NC(CCC1N1C(C2=CC=C(C=C2C1=O)N1CC(C1)C=O)=O)=O